NC=1C(NC2=C(N=CC(=C2C1C1=C2C=NNC2=C(C=C1)F)OCC(F)(F)F)C)=O 3-Amino-4-(7-fluoro-1H-indazol-4-yl)-8-methyl-5-(2,2,2-trifluoroethoxy)-1H-1,7-naphthyridin-2-one